C1(CCC1)N[C@H]1[C@@H](C1)C=1C=C(SC1C)C(=O)NC1CCOCC1 4-((1S,2R)-2-(cyclobutylamino)-cyclopropyl)-5-methyl-N-(tetrahydro-2H-pyran-4-yl)thiophene-2-carboxamide